C(CCCCCCCCCCCCCCCCCCCCCCCCCCC)(=O)OCCCCCCCCCCCCCCCC hexadecan-1-yl montanate